N-(allyloxycarbonyl)-lysine C(C=C)OC(=O)N[C@@H](CCCCN)C(=O)O